bis(2-ethylhexyl)sulfosuccinic acid C(C)C(CC(C(C(=O)O)S(=O)(=O)O)(C(=O)O)CC(CCCC)CC)CCCC